(2R,3S)-3-((tert-Butyldimethylsilyl)oxy)-2-((E)-3-ethoxy-3-oxoprop-1-en-1-yl)piperidine-1-carboxylic acid tert-butyl ester C(C)(C)(C)OC(=O)N1[C@@H]([C@H](CCC1)O[Si](C)(C)C(C)(C)C)\C=C\C(=O)OCC